3-({[(3R)-6-butoxy-3-methyl-3,4-dihydro-2-naphthyl]Methyl}amino)propanoic acid C(CCC)OC=1C=C2C[C@H](C(=CC2=CC1)CNCCC(=O)O)C